isoleucyl-leucyl-tryptophane N[C@@H]([C@@H](C)CC)C(=O)N[C@@H](CC(C)C)C(=O)N[C@@H](CC1=CNC2=CC=CC=C12)C(=O)O